1-(5-tert-butyl-2H-pyrazol-3-yl)-3-{4-[5-(4-morpholin-4-yl-[1,2,5]thiadiazol-3-yloxy)-benzimidazol-1-yl]-phenyl}-urea C(C)(C)(C)C=1C=C(NN1)NC(=O)NC1=CC=C(C=C1)N1C=NC2=C1C=CC(=C2)OC2=NSN=C2N2CCOCC2